COS(=O)(=O)[O-].C(CCCCCCC\C=C/CCCCCCCC)(=O)C([NH+](CCO)CC)C(CCCCCCC\C=C/CCCCCCCC)=O Dioleoyl-ethyl-hydroxyethyl-methylammonium methylsulfate